N1N=CC(=C1)C1=CC=C(C=C1)N1C(N(C2(CC2)C1)CC1=CC(=CC=C1)OCC1CC1)=O 6-(4-(1H-pyrazol-4-yl)phenyl)-4-(3-(cyclopropylmethoxy)benzyl)-4,6-diazaspiro[2.4]heptan-5-one